dihydro-1H-imidazole-2-carboxylate N1C(NC=C1)C(=O)[O-]